2,6-dichloro-7-deazapurine ClC1=NC(=C2CC=NC2=N1)Cl